BrC=1C=C(C=CC1)[C@H](C)NC(=O)C1=CC=C2C=C(N(C2=C1)C)C (S)-N-(1-(3-bromophenyl)ethyl)-1,2-dimethyl-1H-indole-6-carboxamide